(E)-non-2-en-1-yl 8-((6-((4,4-bis(octyloxy)butanoyl)oxy)hexyl)(2-hydroxyethyl)amino)octanoate C(CCCCCCC)OC(CCC(=O)OCCCCCCN(CCCCCCCC(=O)OC\C=C\CCCCCC)CCO)OCCCCCCCC